7-[(3S,4R)-4-[(4-chloro-2-fluorophenyl)amino]-3-methylpiperidin-1-yl]-2,4-dimethyl-5-oxo-4H,5H-[1,3]thiazolo[5,4-b]pyridine-6-carbonitrile ClC1=CC(=C(C=C1)N[C@H]1[C@H](CN(CC1)C=1C2=C(N(C(C1C#N)=O)C)SC(=N2)C)C)F